5-(2-((3,3-Bis(4-chlorophenyl)-1-(1,3-dithian-2-ylidene)-2-phenylallyl)oxy)ethyl)-2,3-dihydrobenzofuran ClC1=CC=C(C=C1)C(=C(C(=C1SCCCS1)OCCC=1C=CC2=C(CCO2)C1)C1=CC=CC=C1)C1=CC=C(C=C1)Cl